NC(CN(CCCN1N=CC=C1C(=O)O)C(CN=[N+]=[N-])=O)=O 2-[3-[(2-amino-2-oxo-ethyl)-(2-azidoacetyl)amino]propyl]pyrazole-3-carboxylic acid